methyl (1R,3S,4aR,4bS,6R,8aR,10aR)-3-acetoxy-6-(3-hydroxyphenyl)-10a-methyl-4,8-dioxotetradecahydrophenanthrene-1-carboxylate C(C)(=O)O[C@H]1C[C@H]([C@@]2(CC[C@H]3C(C[C@@H](C[C@@H]3[C@H]2C1=O)C1=CC(=CC=C1)O)=O)C)C(=O)OC